FC(C)(F)C1(CC1)C#CC1=C2CCCN(C2=CC=C1)C1=NN=C2N1C1=CC=C(C(=C1C=N2)F)F (5-((1-(1,1-difluoroethyl)cyclopropyl)ethynyl)-3,4-dihydroquinoline-1(2H)-Yl)-6,7-difluoro-[1,2,4]Triazolo[4,3-a]Quinazoline